4-cyclopropyl-6,7-dihydroquinolin-8(5H)-one C1(CC1)C1=CC=NC=2C(CCCC12)=O